6-(4-fluorophenyl)-5-(1-(pyridin-4-yl)ethoxy)isoindolin-1-one FC1=CC=C(C=C1)C1=C(C=C2CNC(C2=C1)=O)OC(C)C1=CC=NC=C1